CCC(C)=O methylacetoN